1-(4-chloro-3-fluorophenyl)-3-(4-fluoro-3-(3-morpholinoquinoxaline-6-carbonyl)phenyl)urea ClC1=C(C=C(C=C1)NC(=O)NC1=CC(=C(C=C1)F)C(=O)C=1C=C2N=C(C=NC2=CC1)N1CCOCC1)F